C(CCCCCCC)[SeH] 1-octaneselenol